NC(C(=O)C1=CC=C(C=C1)OCC1=CC=CC=C1)Br amino-4'-benzyloxy-2-bromoacetophenone